C1=CN=CC(=C1C(=O)O)[N+](=O)[O-] nitroisonicotinic acid